N1CC(CCCC1)NC1=C(N=NC(=C1)NC1=NC=C(N=C1)C#N)C(=O)NC 4-(azepan-3-ylamino)-6-(5-cyanopyrazin-2-ylamino)-N-methylpyridazine-3-carboxamide